C(#N)C1=CC=C(C=C1)C1CCN(CC1)C(=O)C=1C=CC(=C(C(=O)NCC2CCN(CC2)C)C1)C 5-(4-(4-cyanophenyl)piperidine-1-carbonyl)-2-methyl-N-((1-methylpiperidin-4-yl)methyl)benzamide